N-(2,2,2-trifluoroethyl)-4-(2-(4-(trifluoromethyl)phenyl)-1H-pyrrolo[2,3-b]pyridin-5-yl)thiophene-2-carboxamide FC(CNC(=O)C=1SC=C(C1)C=1C=C2C(=NC1)NC(=C2)C2=CC=C(C=C2)C(F)(F)F)(F)F